2-(difluoromethyl)-N-(1-(2-hydroxyethyl)-2-oxopyrrolidin-3-yl)-5-((4-methylthiazol-5-yl)-methoxy)benzofuran-3-carboxamide FC(C=1OC2=C(C1C(=O)NC1C(N(CC1)CCO)=O)C=C(C=C2)OCC2=C(N=CS2)C)F